N-(2-chlorophenyl)-3-(thiophene-2-sulfonamido)benzamide ClC1=C(C=CC=C1)NC(C1=CC(=CC=C1)NS(=O)(=O)C=1SC=CC1)=O